ClCCC[Si](O[Si](C)(C)C)(O[Si](C)(C)C)O[Si](C)(C)C 3-(3-chloropropyl)-1,1,1,5,5,5-hexamethyl-3-((trimethylsilyl)oxy)trisiloxane